6-bromo-4-phenylisoquinoline-1(2H)-one BrC=1C=C2C(=CNC(C2=CC1)=O)C1=CC=CC=C1